C(C)(=O)C1=C2C=C(NC(C2=CC(=C1)C)=O)C=1C(=NC=CC1)CCO 5-acetyl-3-(2-(2-hydroxyethyl)pyridin-3-yl)-7-methylisoquinolin-1(2H)-one